(1H-indole-2-carbonyl)-L-tryptophan N1C(=CC2=CC=CC=C12)C(=O)N[C@@H](CC1=CNC2=CC=CC=C12)C(=O)O